5-methyl-2-phenyl-2,4-dihydro-pyrazol-3-one CC=1CC(N(N1)C1=CC=CC=C1)=O